1-{4-[7-(2-Amino-6,7-difluoro-1,3-benzothiazol-4-yl)-6-chloro-8-fluoroquinazolin-4-yl]piperazin-1-yl}prop-2-en-1-one NC=1SC2=C(N1)C(=CC(=C2F)F)C2=C(C=C1C(=NC=NC1=C2F)N2CCN(CC2)C(C=C)=O)Cl